ClC=1N=CC2=CC=C(C=C2C1)C=1C=NN(C1)C 3-chloro-6-(1-methyl-1H-pyrazol-4-yl)isoquinoline